C(C1=CC=CC=C1)NC(N(C1=CC=C(C=C1)C=1C=NC(=CC1)OC)[C@@H]1CC[C@H](CC1)NC1=NC=C(C=C1)C#N)=O 3-benzyl-1-(trans-4-((5-cyanopyridin-2-yl)amino)cyclohexyl)-1-(4-(6-methoxypyridin-3-yl)phenyl)urea